8-fluoro-3-(3-(4-(4-fluorobenzyl)piperidin-1-yl)-3-oxopropyl)benzofuro[3,2-d]pyrimidin-4(3H)-one FC=1C=CC2=C(C1)C=1N=CN(C(C1O2)=O)CCC(=O)N2CCC(CC2)CC2=CC=C(C=C2)F